2-(4-((2S,5R)-4-(bis(4-(difluoromethyl)phenyl)methyl)-2,5-dimethylpiperazin-1-yl)-1H-[1,2,4]triazolo[3,4-b]purin-1-yl)-N,N-dimethylethan-1-amine FC(C1=CC=C(C=C1)C(N1C[C@@H](N(C[C@H]1C)C=1C=2N=CN(C2N2C(N1)=NN=C2)CCN(C)C)C)C2=CC=C(C=C2)C(F)F)F